ClC1=CC(=C(C=C1)NC(OC1CC1)=O)C(N[C@@H](C[C@H]1C(N[C@@H](C1)C)=O)C(C(=O)NC)O)=O cyclopropyl (4-chloro-2-(((2S)-3-hydroxy-1-((3S,5R)-5-methyl-2-oxopyrrolidin-3-yl)-4-(methylamino)-4-oxobutan-2-yl)carbamoyl)phenyl)carbamate